[Cl-].C(CCC)C1=NC=CC=C1 butylpyridine chloride salt